azabicyclo[3.2.0]heptan-6-ol N12CCCC2C(C1)O